3-(6-(3-Methoxyphenyl)-5,7-dimethyl-1-oxo-1H-pyrrolo[3,4-d]pyridazin-2(6H)-yl)benzonitrile COC=1C=C(C=CC1)N1C(=C2C(N(N=CC2=C1C)C=1C=C(C#N)C=CC1)=O)C